9-cis-aconitic acid C(C=C(C(=O)O)CC(=O)O)(=O)O